Yttrium gallat C(C1=CC(O)=C(O)C(O)=C1)(=O)[O-].[Y+3].C(C1=CC(O)=C(O)C(O)=C1)(=O)[O-].C(C1=CC(O)=C(O)C(O)=C1)(=O)[O-]